3-chloro-N-[(1R)-1-(2,3-difluorophenyl)ethyl]-6-[6-(dimethylphosphoryl)pyridin-3-yl]-7-fluoro-2-methylquinolin-4-amine ClC=1C(=NC2=CC(=C(C=C2C1N[C@H](C)C1=C(C(=CC=C1)F)F)C=1C=NC(=CC1)P(=O)(C)C)F)C